ClCC1=NC=CC=C1OCC(F)(F)F 2-(chloromethyl)-3-(2,2,2-trifluoroethoxy)pyridine